5-bromo-3-methyl-7-nitro-3,4-dihydro-2H-1,4-benzoxazine BrC1=CC(=CC2=C1NC(CO2)C)[N+](=O)[O-]